CC(CN)(CCCCN)C 2,2-dimethyl-1,6-diaminohexane